Methyl (R,E)-2'-oxo-5'-(2,2,5-trimethyl-4-oxo-3,8,11-trioxa-5-azatetradec-13-en-14-yl)-1,1',2',3-tetrahydrospiro[indene-2,3'-pyrrolo[2,3-b]pyridine]-5-carboxylate O=C1[C@]2(C=3C(=NC=C(C3)/C=C/COCCOCCN(C(OC(C)(C)C)=O)C)N1)CC1=CC=C(C=C1C2)C(=O)OC